2-[4-{5-chloro-2-[4-(trifluoromethyl)-1H-1,2,3-triazol-1-yl]phenyl}-5-methoxy-2-oxopyridin-1(2H)-yl]-N-(2-methyl-2H-indazol-5-yl)butanamide ClC=1C=CC(=C(C1)C1=CC(N(C=C1OC)C(C(=O)NC1=CC2=CN(N=C2C=C1)C)CC)=O)N1N=NC(=C1)C(F)(F)F